C(C(C)C)C1=CC(=NN1C1=CC(=CC=C1)COC)NC1=C(C(=O)[O-])C=C(C=N1)C=1SC=CC1 2-[[5-isobutyl-1-[3-(methoxymethyl)phenyl]pyrazol-3-yl]amino]-5-(thiophen-2-yl)nicotinate